(R)-8-(5-(2-(2,5-difluorophenyl)pyrrolidin-1-yl)pyrazolo[1,5-a]pyrimidine-3-carboxamido)octanoic acid FC1=C(C=C(C=C1)F)[C@@H]1N(CCC1)C1=NC=2N(C=C1)N=CC2C(=O)NCCCCCCCC(=O)O